Dimethyl 2-(5-oxo-2-(piperidin-4-yl)-5H-pyrrolo[3,4-b]pyridin-6(7H)-yl)pentanedioate hydrochloride Cl.O=C1N(CC2=NC(=CC=C21)C2CCNCC2)C(C(=O)OC)CCC(=O)OC